BrC1=CC=2C=CC3=CC=CC=4OC(C2C43)=C1 2-bromophenanthro[5,4-bcd]furan